FC1CN(CCC1NC1=CC=CC2=C1SC(=C2CC(F)(F)F)C#CCNC2=C(C=C(C=C2)C(=O)N2CCCCC2)OC)C (4-((3-(7-(((Z)-3-fluoro-1-methylpiperidin-4-yl)amino)-3-(2,2,2-trifluoroethyl)benzo[b]thiophen-2-yl)prop-2-yn-1-yl)amino)-3-methoxyphenyl)(piperidin-1-yl)methanone